NC=1SC=C(C1C#N)C1CC1 2-amino-4-cyclopropylthiophene-3-carbonitrile